BrC1=C(C=NN(C1=O)COCC[Si](C)(C)C)N1C(CCCC1)COCCC(=O)N1CCN(CC1)C1=NC=C(C#N)C=C1 6-(4-(3-((1-(5-bromo-6-oxo-1-((2-(trimethyl-silyl)ethoxy)methyl)-1,6-dihydropyridazin-4-yl)piperidin-2-yl)methoxy)propanoyl)piperazin-1-yl)nicotinonitrile